1-ethyl-N-(4-fluoro-3-methylphenyl)-2,4-dimethyl-5-(2-oxo-2-((4-(trifluoromethyl)tetrahydro-2H-pyran-4-yl)amino)acetyl)-1H-pyrrole-3-carboxamide C(C)N1C(=C(C(=C1C(C(NC1(CCOCC1)C(F)(F)F)=O)=O)C)C(=O)NC1=CC(=C(C=C1)F)C)C